3-isopropyl-2-(2-methylpyridin-4-yl)-5-(1-(tetrahydro-2H-pyran-3-yl)piperidin-4-yl)-1H-indole C(C)(C)C1=C(NC2=CC=C(C=C12)C1CCN(CC1)C1COCCC1)C1=CC(=NC=C1)C